2-chlorobenzo[d]thiazole-6-carboxylic acid methyl ester COC(=O)C1=CC2=C(N=C(S2)Cl)C=C1